6-[(1H-indol-6-yl)amino]-4-{[5-(propan-2-yl)pyridin-3-yl]amino}pyridine-2-carbonitrile N1C=CC2=CC=C(C=C12)NC1=CC(=CC(=N1)C#N)NC=1C=NC=C(C1)C(C)C